NC1=NC=C(C=C1O[C@H](C)C=1C=C(C=CC1)NC(C1=CC(=CC=C1)N(C)C)=O)Cl (R)-N-(3-(1-((2-Amino-5-chloropyridin-3-yl)oxy)ethyl)phenyl)-3-(dimethylamino)benzamid